COC=1C=C(C=CC1NCC#CC1=C(C2=C(S1)C(=CC=C2)NC2[C@@H]1COC[C@H]2CN(C1)C)CC(F)(F)F)P(C)(C)=O (3-methoxy-4-((3-(7-(((1R,5S)-7-methyl-3-oxa-7-azabicyclo[3.3.1]nonan-9-yl)amino)-3-(2,2,2-trifluoroethyl)benzo[b]thiophen-2-yl)prop-2-yn-1-yl)amino)phenyl)dimethylphosphine oxide